FC=1C=CC(=NC1)C1=NN(C=C1C1=C2C(=NC=C1)C=CS2)C 7-(3-(5-fluoropyridin-2-yl)-1-methyl-1H-pyrazol-4-yl)thieno[3,2-b]pyridine